1-{5-[(2R,6R)-2,6-dimethylmorpholin-4-yl]-2-fluoro-3-(trifluoromethyl)phenyl}-3-[(1-ethyl-1H-pyrazol-4-yl)methyl]-1,3-dihydro-2H-imidazol-2-one C[C@@H]1CN(C[C@H](O1)C)C=1C=C(C(=C(C1)N1C(N(C=C1)CC=1C=NN(C1)CC)=O)F)C(F)(F)F